C(C=C)(=O)N1CC(=CCC1)C=1C=NN(C1)C(C(=O)NC1=NC=C(C(=N1)C1=CNC2=C(C=CC=C12)OC)C(F)(F)F)C 2-(4-(1-propenoyl-1,2,5,6-tetrahydropyridin-3-yl)-1H-pyrazol-1-yl)-N-(4-(7-methoxy-1H-indol-3-yl)-5-(trifluoromethyl)pyrimidin-2-yl)propionamide